4-(3-fluoro-5-(4,4,5,5-tetramethyl-1,3,2-dioxaborolan-2-yl)pyridin-2-yl)morpholine FC=1C(=NC=C(C1)B1OC(C(O1)(C)C)(C)C)N1CCOCC1